(4-(3-methylbenzyl)piperazin-1-yl)methanone CC=1C=C(CN2CCN(CC2)C=O)C=CC1